C(C)C(C(C)O)C ethyl-methyl-2-propanol